FC1=C(C(=CC(=C1)C#CC1=CC=CC=C1)F)N1C(N([C@@]2(CC1=O)C=1C=NN(C1CCC2)COCC[Si](C)(C)C)C)=O (4S)-3'-[2,6-Difluoro-4-(2-phenylethynyl)phenyl]-1'-methyl-1-(2-trimethylsilylethoxymethyl)spiro[6,7-dihydro-5H-indazole-4,6'-hexahydropyrimidine]-2',4'-dione